N(N)C1=NN=C(N1)C1=C(C=CC=C1)C 3-hydrazino-5-(o-tolyl)-4H-1,2,4-triazole